C(CCC)P(O)(=O)C1=CC=C(C=C1)C butyl-(4-methylphenyl)phosphinic acid